(1R)-1-Cyclohexyl-2,2-Difluoroethanamine Hydrochloride Cl.C1(CCCCC1)[C@H](C(F)F)N